OC1=CC=C(C=C1)C(CC)C1=CC=C(C=C1)O p-hydroxyphenyl-(4-hydroxyphenylpropane)